BrC=1C2=C(N(C(CC1C=1OC(=NN1)C1CC1)=O)CC1=CC(=C(C=C1)C)F)C=CC=C2F 5-bromo-4-(5-cyclopropyl-1,3,4-oxadiazol-2-yl)-6-fluoro-1-(3-fluoro-4-methylbenzyl)-1,3-dihydro-2H-benzo[b]azepin-2-one